(3r,7as)-3-(4-fluorophenyl)tetrahydro-1H-pyrrolizine FC1=CC=C(C=C1)[C@H]1CCC2=CCCN12